(R)-1-(3-(1-aminoethyl)-4-fluorophenyl)-1,1-difluoro-2-methylpropan-2-ol hydrochloride Cl.N[C@H](C)C=1C=C(C=CC1F)C(C(C)(O)C)(F)F